C(C)(C)(C)OC(=O)N1[C@H]2CC(C[C@@H]1CC2)N2N=C1C(=C(C=CC1=C2)Br)Cl (1R,3s,5S)-3-(6-bromo-7-chloro-2H-indazol-2-yl)-8-azabicyclo[3.2.1]octane-8-carboxylic acid tert-butyl ester